ethyl 2-amino-3-bromo-5-methylbenzoate NC1=C(C(=O)OCC)C=C(C=C1Br)C